ClCC1=C(C=CC=C1)NC(OC(C)(C)C)=O tert-butyl (2-(chloromethyl)phenyl)carbamate